C(#N)C(=CC=1C=C(C=CC1)CCCC(=O)O)C(=O)N(C)C 4-(3-(2-cyano-3-(dimethylamino)-3-oxoprop-1-enyl)phenyl)butanoic acid